C(C)OC([C@@](NC(=O)OC(C)(C)C)(CC1=CC(=C(C=C1)O)I)C)=O N-Boc-3-iodo-α-methyl-L-tyrosine ethyl ester